C(CCCCCCCCCCCCCCCCC)(=O)NCCCNC(CCCCCCCCCCCCCCCCC)=O 1,3-distearamidopropan